2-(4-cyano-3-fluorophenyl)-3-(3,6-difluoro-1-(2-hydroxyl-2-methylpropyl)-1H-indazol-5-yl)isonicotinonitrile C(#N)C1=C(C=C(C=C1)C=1C(=C(C#N)C=CN1)C=1C=C2C(=NN(C2=CC1F)CC(C)(C)O)F)F